(R)-methyl 5-((1-(4-((3-fluoro-4-(trifluoromethoxy)benzyl)amino)butoxy)propan-2-yl)amino)benzo[c][2,6]naphthyridine-8-carboxylate FC=1C=C(CNCCCCOC[C@@H](C)NC2=NC3=C(C4=CN=CC=C24)C=CC(=C3)C(=O)OC)C=CC1OC(F)(F)F